N1C(CNC(CC1)=O)=O [1,4]diazepan-2,5-dione